N-(3-methoxybenzyl)-N-(3-(2-methoxyethoxy)benzyl)-4-(morpholinomethyl)thiazol-2-amine COC=1C=C(CN(C=2SC=C(N2)CN2CCOCC2)CC2=CC(=CC=C2)OCCOC)C=CC1